ClC1=C(C=CC=C1)[C@H]1CC[C@H](N1C(C1=CC(=C(C=C1)C=1C=NC(=NC1)OC)OC)=O)C(=O)O (2S,5R)-5-(2-chlorophenyl)-1-(3-methoxy-4-(2-methoxypyrimidin-5-yl)benzoyl)pyrrolidine-2-carboxylic acid